(2R)-1-[(3-methyl-2-pyridyl)methyl]-N-(4-tetrahydrofuran-3-ylphenyl)piperidine-2-carboxamide CC=1C(=NC=CC1)CN1[C@H](CCCC1)C(=O)NC1=CC=C(C=C1)C1COCC1